FC1=CC(=C(C=C1C1=CC(=NC(=C1)OC)F)O)C1=NC=C(N=C1)N(C)[C@H]1[C@H]([C@@H]2CC[C@H](C1)N2)F 4-fluoro-5-(2-fluoro-6-methoxypyridin-4-yl)-2-(5-(((1S,2S,3R,5R)-2-fluoro-8-azabicyclo[3.2.1]octan-3-yl)(methyl)amino)pyrazin-2-yl)phenol